FC=1C=C(C(=C(C1)C1=CC(=NC=C1)OC)N=C=O)C 4-(5-fluoro-2-isocyanato-3-methylphenyl)-2-methoxypyridine